C(C1=CC=CC=C1)OC(=O)NC=1C(=C(C=CC1)[C@]1(N/C(/N(C(C1)=O)C1CC(C1)=O)=N\C(OC(C)(C)C)=O)C)Cl tert-Butyl (NE)-N-{(4S)-4-[3-(benzyloxycarbonylamino)-2-chlorophenyl]-4-methyl-6-oxo-1-(3-oxocyclobutyl)hexahydropyrimidin-2-ylidene}carbamate